ClC=1C=NC=C(C1SC=1OC(=CN1)C(=O)NC=1C=CC2=C(S(C=C2)(=O)=O)C1)Cl 2-((3,5-dichloropyridin-4-yl)thio)-N-(1,1-dioxidobenzo[b]thiophen-6-yl)oxazole-5-carboxamide